[Br-].OCCN1CN(C=C1)CCO 1,3-bis(hydroxyethyl)-imidazole bromide salt